(5,6,7,8-tetrahydroisoquinolin-5-yl)piperidine-4-carboxamide C1=NC=CC=2C(CCCC12)N1CCC(CC1)C(=O)N